O1-(2-hydroxypropane-1,3-diyl) bis(azelate) C(CCCCCCCC(=O)[O-])(=O)OCC(COC(CCCCCCCC(=O)[O-])=O)O